ClC=1C=C(C=C(C1)F)NC(=O)C1CCC2(CN(C2)CC(=O)NC(CC)(C)C)CC1 N-(3-chloro-5-fluoro-phenyl)-2-[2-(1,1-dimethylpropylamino)-2-oxo-ethyl]-2-azaspiro[3.5]nonane-7-carboxamide